O1CCN(CC1)C1=CC(=C(N)C=C1)C(F)(F)F 4-Morpholino-2-(trifluoromethyl)aniline